FC(C1CC(C1)N(C(O)=O)C1=C(C(=NN1C)C1CCC1)C1CCC1)F.N1C=NC(=C1)NC(C1=CC=CC=C1)=O N-(4-imidazolyl)benzamide (1s,3s)-3-(difluoromethyl)cyclobutyl-(3,4-dicyclobutyl-1-methyl-1H-pyrazol-5-yl)carbamate